NCC#CC1=CC=C(C=C1)C1=CC=C(O1)C(=O)N1CCNCC1 4-(5-(4-(3-aminoprop-1-yn-1-yl)phenyl)furan-2-carbonyl)piperazin